3,4-dichloro-2-(3-ethyl-1-methyl-1,4,5,6-tetrahydrocyclopenta[c]pyrazol-5-yl)phenol ClC=1C(=C(C=CC1Cl)O)C1CC2=C(N(N=C2CC)C)C1